4-cyclohexylbutyric acid C1(CCCCC1)CCCC(=O)O